CC1=NN(C(=C1)C)C[C@@H]1CC[C@H](CC1)C(=O)N1OCC[C@H]1C1=CC=C(C=C1)C trans-(4-((3,5-dimethyl-1H-pyrazol-1-yl)methyl)cyclohexyl)((S)-3-(p-tolyl)isoxazolidin-2-yl)methanone